1-ETHYL-1H-INDOLE-5-CARBALDEHYDE C(C)N1C=CC2=CC(=CC=C12)C=O